3-((1H-benzo[d]imidazol-2-yl)(5-fluoro-2-methoxyphenyl)methyl)-7-iodo-2,3-dihydro-4H-benzo[e][1,3]oxazin-4-one N1C(=NC2=C1C=CC=C2)C(N2COC1=C(C2=O)C=CC(=C1)I)C1=C(C=CC(=C1)F)OC